C(C1=CC=CC=C1)OC(=O)N1CCC(CC1)CN1CCN(CCC1)C(=O)OC(C)(C)C tert-butyl 4-((1-((benzyloxy)carbonyl)piperidin-4-yl)methyl)-1,4-diazepane-1-carboxylate